ClC=1C=CC(=C(C1)C1=CC(N(C=C1OC)C(C(=O)OC(C)(C)C)CC(F)F)=O)N1N=NC(=C1)Cl tert-Butyl 2-{4-[5-chloro-2-(4-chloro-1H-1,2,3-triazol-1-yl)phenyl]-5-methoxy-2-oxopyridin-1(2H)-yl}-4,4-difluorobutanoate